ClCC1=C2C=CN(C2=C(C=C1S(=O)(=O)C)C)S(=O)(=O)C1=CC=C(C)C=C1 4-(chloromethyl)-7-methyl-5-(methylsulfonyl)-1-tosyl-1H-indole